(1R,5S,6r)-3-(6-((2-amino-3-chloropyridine-4-yl)thio)pyrido[2,3-b]pyrazine-2-yl)-3-azabicyclo[3.1.1]heptane-6-amine NC1=NC=CC(=C1Cl)SC=1C=CC=2C(=NC=C(N2)N2C[C@@H]3C([C@H](C2)C3)N)N1